BrC=1C=C2C(=CC1)C(N(C[C@]21[C@H](C1)F)CC(=O)NC1=NC=CC=N1)=O 2-[(2's,4r)-6-bromo-2'-fluoro-1-oxospiro[3H-isoquinoline-4,1'-cyclopropane]-2-yl]-N-(pyrimidin-2-yl)acetamide